2-(1-imino-1-oxido-1λ6-thiomorpholino)-1-(7-methoxyquinolin-4-yl)ethan-1-one N=S1(CCN(CC1)CC(=O)C1=CC=NC2=CC(=CC=C12)OC)=O